CC=1C=C2C(C=C(OC2=C(C1)C(C)NC1=C(C(=O)O)C=CC=C1)N1CCC2(COC2)CC1)=O 2-[1-[6-Methyl-2-(2-oxa-7-azaspiro[3.5]nonan-7-yl)-4-oxo-chromen-8-yl]ethylamino]benzoic acid